Eicosaanedioic acid C(CCCCCCCCCCCCCCCCCCC(=O)O)(=O)O